(1s,3s)-3-(2-(trifluoromethyl)-1H-imidazo[4,5-b]pyridin-1-yl)cyclobutan-1-ol FC(C=1N(C=2C(=NC=CC2)N1)C1CC(C1)O)(F)F